C1(CC1)C=1C=CC2=C(C(=NN(C2=O)CC(=O)NC2=NC=CC=N2)C)N1 (2-cyclopropyl-8-methyl-5-oxo-pyrido[2,3-d]pyridazin-6-yl)-N-pyrimidin-2-yl-acetamide